NC1=NC=C(C=C1OC1=CC(=C(C=C1)NC(=O)NC1=CC(=C(C=C1)Cl)C(F)(F)F)C)Cl 1-(4-((2-amino-5-chloropyridin-3-yl)oxy)-2-methylphenyl)-3-(4-chloro-3-(trifluoromethyl)phenyl)urea